C(C)(=O)C1=CC=C(C(=O)N2CCN(CC2)C2=C(C=CC=C2)N(S(=O)(=O)C=2C=CC3=C(C=C(O3)C(=O)OCC)C2)CCC2=CC=CC=C2)C=C1 ethyl 5-(N-(2-(4-(4-acetylbenzoyl) piperazin-1-yl) phenyl)-N-phenethylsulfamoyl)-benzofuran-2-carboxylate